ClC=1N=C2C(=C(C(N(C2=CC1)C)=O)C#N)N1C[C@H]([C@H](CC1)NC1=CC=C(C=C1)F)C 6-chloro-4-((3R,4S)-4-((4-fluorophenyl)amino)-3-methyl-piperidin-1-yl)-1-methyl-2-oxo-1,2-dihydro-1,5-naphthyridine-3-carbonitrile